1-(adamantan-2-yl)-4-amino-N-(4-(methoxymethyl)phenyl)-1H-pyrazolo[3,4-d]pyrimidine-3-carboxamide C12C(C3CC(CC(C1)C3)C2)N2N=C(C=3C2=NC=NC3N)C(=O)NC3=CC=C(C=C3)COC